C(C)C1(OC2=CC=C(C=C2C(C1)=O)C1=NC(=NO1)C=1SC=CC1)CC 2,2-diethyl-6-(3-(thiophen-2-yl)-1,2,4-oxadiazol-5-yl)chroman-4-one